OC1=CC(=CC2=CC=CC=C12)C(=O)OC methyl 4-hydroxy-2-naphthoate